FC1=C(OCCCC(=O)O)C(=CC(=C1)N1N=CC2=CC(=CC=C12)COC)F 4-[2,6-difluoro-4-[5-(methoxymethyl)indazol-1-yl]phenoxy]butanoic acid